O=C1NC(CCC1N1C(C2=C(C1)C=C(S2)C=2CCN(CC2)C(=O)OC(C)(C)C)=O)=O tert-butyl 4-(5-(2,6-dioxopiperidin-3-yl)-6-oxo-5,6-dihydro-4H-thieno[2,3-c]pyrrol-2-yl)-3,6-dihydropyridine-1(2H)-carboxylate